chlorophenol sulfate S(=O)(=O)(O)OC1=C(C=CC=C1)Cl